OC1(CC(NC1)C(=O)N)C 4-hydroxy-4-methyl-pyrrolidine-2-carboxamide